NC1=C2C(=NC=N1)N(N=C2C2=C(C(=C(C=C2)OC)F)F)C(C)C2N=C1C=CC=C(C1=CN2C2=CC=CC=C2)Cl 2-(1-(4-amino-3-(2,3-difluoro-4-methoxyphenyl)-1H-pyrazolo[3,4-d]pyrimidine-1-yl)ethyl)-5-chloro-3-phenylquinazoline